COC(CC1CC(OCC1)C=1C(=NC(=CC1)C=1N=NN(C1CO)C)C)=O 2-(2-(6-(5-(hydroxymethyl)-1-methyl-1H-1,2,3-triazol-4-yl)-2-methylpyridin-3-yl)tetrahydro-2H-pyran-4-yl)acetic acid methyl ester